C1(=CC=CC=C1)[C@H]1CC[C@H]2N(CCN(C2)C(=O)C2=C3C=CNC3=CC=C2)C1 [(7R,9aR)-7-phenyl-1,3,4,6,7,8,9,9a-octahydropyrido[1,2-a]pyrazin-2-yl]-(1H-indol-4-yl)methanone